2'-(7,7-dimethyl-1'H,7H-spiro[furo[3,4-b]pyridine-5,4'-piperidin]-1'-yl)-4-hydroxy-1,3-dihydro-4'H-spiro[indene-2,5'-[1,3]oxazol]-4'-one CC1(OC2(CCN(CC2)C=2OC3(C(N2)=O)CC2=CC=CC(=C2C3)O)C=3C1=NC=CC3)C